FC(N1N=C(C=C1)C=1C(=CC(=NC1)NC1=NC(=NC=C1)C=1C=NN(C1)S(=O)(=O)N1CC(C1)F)NC1CCC(CC1)(O)C)F (1s,4s)-4-((5-(1-(Difluoromethyl)-1H-pyrazol-3-yl)-2-((2-(1-((3-fluoroazetidin-1-yl)sulfonyl)-1H-pyrazol-4-yl)pyrimidin-4-yl)amino)pyridin-4-yl)amino)-1-methylcyclohexan-1-ol